N-(4-[2-(beta-D-glucopyranosyloxy)-ethyl]-phenyl)-benzo[D][1,3]dioxolane-5-carboxamide [C@@H]1([C@H](O)[C@@H](O)[C@H](O)[C@H](O1)CO)OCCC1=CC=C(C=C1)NC(=O)C1=CC2=C(OCO2)C=C1